C(C)(=O)C=1C=C(C=CC1)CC(C(=O)OC)(C)C methyl 3-(3-acetylphenyl)-2,2-dimethylpropanoate